(1r,3r)-3-(benzo[d]oxazol-5-yloxy)cyclobutane-1-carboxylic acid methyl ester COC(=O)C1CC(C1)OC=1C=CC2=C(N=CO2)C1